C=1N=CN2C1C1=CC=CC=C1C2C2(CN(CCC2)S(=O)(=O)C)O 3-(5H-Imidazo[5,1-a]isoindol-5-yl)-1-(methylsulfonyl)piperidin-3-ol